[Ni].CC1=CC=C(C=C1)S(=O)(=O)O.CC1=CC=C(C=C1)S(=O)(=O)O (di-p-toluenesulfonate) nickel (0)